CC1CCCC=2C=CC=C(C12)C1=CC=C2C(=C(C=NC2=C1)C#N)N1C[C@@H]2C(C([C@@H]2CC1)=O)=O 7-(8-methyl-5,6,7,8-tetrahydronaphthalen-1-yl)-4-((1R,6R)-7-oxo-8-oxo-3-azabicyclo[4.2.0]octan-3-yl)quinoline-3-carbonitrile